(R)-3-(1,4-dimethyl-1H-benzo[d][1,2,3]triazol-5-yl)-3-(3-(((S)-2-ethyl-7-hydroxy-2-methyl-2,3-dihydropyrido[2,3-f][1,4]oxazepin-4(5H)-yl)methyl)-4-methylphenyl)propanoic acid CN1N=NC2=C1C=CC(=C2C)[C@H](CC(=O)O)C2=CC(=C(C=C2)C)CN2C[C@](OC1=C(C2)N=C(C=C1)O)(C)CC